tert-butyl (2R,5S)-4-(5-cyclopropyl-7H-pyrrolo[2,3-d]pyrimidin-4-yl)-2,5-dimethylpiperazine-1-carboxylate C1(CC1)C1=CNC=2N=CN=C(C21)N2C[C@H](N(C[C@@H]2C)C(=O)OC(C)(C)C)C